N-(2-(2-(((2-fluoropyridin-3-yl)methyl)((1-(phenylsulfonyl)-1H-indol-3-yl)methyl)amino)ethoxy)ethyl)cyclohexanamine FC1=NC=CC=C1CN(CCOCCNC1CCCCC1)CC1=CN(C2=CC=CC=C12)S(=O)(=O)C1=CC=CC=C1